C(C)OC(CC1(CC(C1)OC)C1=CC=C2CN(C(C2=C1)=O)C(=O)OC(C)(C)C)=O tert-Butyl 6-(1-(2-ethoxy-2-oxoethyl)-3-methoxycyclobutyl)-1-oxoisoindoline-2-carboxylate